N-ethyl-N-(4-hydroxyphenyl)ethanesulfonamide C(C)N(S(=O)(=O)CC)C1=CC=C(C=C1)O